α-hydroxy-L-tyrosine O[C@](N)(CC1=CC=C(C=C1)O)C(=O)O